C(C1=CC=CC=C1)N E-benzylamine